ClC1=CC=C(C=C1)C1=CC(=NO1)C(=O)O 5-(4-chlorophenyl)isoxazole-3-carboxylic acid